Cl.CNC(C1=C(N=CC(=C1)C(F)(F)F)N1CCNCC1)=O N-methyl-2-(piperazine-1-yl)-5-(trifluoromethyl)nicotinamide hydrochloride